CNCCCC[C@H](N)C(=O)O 6-N-methyllysine